FC([C@@H]1COC2(COC2)N1C=1N=C2N(CCOC3=C2C=CC(=C3)N[C@H](C(=O)N)C)C1)F (S)-2-((2-((S)-7-(difluoromethyl)-2,5-dioxa-8-azaspiro[3.4]oct-8-yl)-5,6-dihydrobenzo[f]imidazo[1,2-d][1,4]oxazepin-9-yl)amino)propanamide